dodecyloxydiphosphonic acid C(CCCCCCCCCCC)OP(=O)(O)OP(=O)O